CN1C(OC2(C1)COCCNC2)=O 3-methyl-1,7-dioxa-3,10-diazaspiro[4.6]undecan-2-one